FC=1C=C(CNNC(=O)OC(C)(C)C)C=C(C1)F tert-butyl 2-(3,5-difluorobenzyl)hydrazine-1-carboxylate